CC=1C(=NC2=C(N1)C=CC=C2)C 2,3-dimethyl-benzopyrazine